ClC=1C(=NC(=NC1)NC1CCOCC1)C1=CC=C2CN(C(C2=C1)=O)CC(=O)N[C@@H](CO)C1=CC=CC=C1 2-(6-{5-Chloro-2-[(oxan-4-yl)amino]pyrimidin-4-yl}-1-oxo-2,3-dihydro-1H-isoindol-2-yl)-N-[(1R)-2-hydroxy-1-phenylethyl]acetamid